FC1=C(C(=C(C(=C1F)NC(=O)C1=NSC=C1C(=O)O)F)F)C1=CC(=CC=C1)OC([2H])([2H])[2H] 3-((2,3,5,6-tetrafluoro-3'-(methoxy-d3)-[1,1'-biphenyl]-4-yl)carbamoyl)isothiazole-4-carboxylic acid